(S)-1-(3-(difluoromethyl)azetidine-1-yl)propane FC(C1CN(C1)CCC)F